FC=1C=C(C=CC1CN1C(=NC=C1)C)C1=C(SC(=C1)CC(C)C)S(=O)(=O)NC(OCCOC1=CC=CC=C1)=O 2-phenoxyethyl (3-(3-fluoro-4-((2-methyl-1H-imidazol-1-yl)methyl)phenyl)-5-iso-butylthiophen-2-yl)sulfonylcarbamate